N-[4-(cyclopropoxy)-3-pyridyl]-N-(4-piperidyl)-6-(trifluoromethyl)pyridin-3-amine C1(CC1)OC1=C(C=NC=C1)N(C=1C=NC(=CC1)C(F)(F)F)C1CCNCC1